methyl 2-(6-bromo-4-methoxy-1-oxo-phthalazin-2-yl)acetate BrC=1C=C2C(=NN(C(C2=CC1)=O)CC(=O)OC)OC